tert-butyl 4-[(6-bromo-8-ethylquinazolin-2-yl)amino]piperidine-1-carboxylate BrC=1C=C2C=NC(=NC2=C(C1)CC)NC1CCN(CC1)C(=O)OC(C)(C)C